P([O-])([O-])=O.P([O-])([O-])=O.[Zn+2].[Zn+2] Zinc Bisphosphonate